C(N)(=O)C=1C(=CC(=C(C1)S(=O)(=O)Cl)C)F 5-carbamoyl-4-fluoro-2-methyl-benzenesulfonyl chloride